3-[4-[3-[4-[(3R,5R)-5-[(5-chloro-1-methyl-6-oxo-pyridazin-4-yl)amino]-1-methyl-3-piperidyl]benzoyl]-3,9-diazaspiro[5.5]undecan-9-yl]-3-fluoro-2-methyl-phenyl]piperidine-2,6-dione ClC1=C(C=NN(C1=O)C)N[C@@H]1C[C@@H](CN(C1)C)C1=CC=C(C(=O)N2CCC3(CC2)CCN(CC3)C3=C(C(=C(C=C3)C3C(NC(CC3)=O)=O)C)F)C=C1